N-[2-amino-5-(4-fluorophenyl)phenyl]-4-(trifluoromethylsulfonyl)benzamide NC1=C(C=C(C=C1)C1=CC=C(C=C1)F)NC(C1=CC=C(C=C1)S(=O)(=O)C(F)(F)F)=O